C(=CC)N1CCN(CC1)C1=C(C(=NC2=C(C(=C(C=C12)Cl)C1=CC=C(C2=C1N=C(S2)N)F)F)C2=C1CCN(CC1=CC=C2)C)C#N 4-(4-propenylpiperazin-1-yl)-7-(2-amino-7-fluorobenzo[d]thiazol-4-yl)-6-chloro-8-fluoro-2-(2-methyl-1,2,3,4-tetrahydroisoquinolin-5-yl)quinoline-3-carbonitrile